FC1=C2C=C(COC2=CC=C1)C=O 5-fluoro-2H-chromene-3-carbaldehyde